NC1=NC=C(C(=O)N2C(CN(CC2)C(=O)OC(C)(C)C)(C)C)C=C1O tert-butyl 4-(6-amino-5-hydroxynicotinoyl)-3,3-dimethylpiperazine-1-carboxylate